C(C)(C)(C)C1=C(C(=O)C2=CC=CC=C2)C(=CC(=C1)C)N1N=C2C(=N1)C=CC(=C2)Cl 2-tert-butyl-6-(5-chloro-2H-benzotriazol-2-yl)-4-methyl-benzophenone